2-(4-cyano-2-methoxyphenoxy)-4-methyl-5-(trifluoromethyl)nicotinamide C(#N)C1=CC(=C(OC2=C(C(=O)N)C(=C(C=N2)C(F)(F)F)C)C=C1)OC